2-methyl-4-butyl-6-ethylphenol CC1=C(C(=CC(=C1)CCCC)CC)O